C(C)N1C2=C(C=C1C(=O)NC1=CC(=CC=C1)COC1=CC=C(C=C1)OC1CCNCC1)SC=C2 4-ethyl-N-[3-[[4-(4-piperidyloxy)phenoxy]methyl]phenyl]thieno[3,2-b]pyrrole-5-carboxamide